CC(C)OCCOCCOCCO triethyleneglycol methylethyl ether